4-[5-(3,5-Dichlorophenyl)-5-trifluoromethyl-4,5-dihydroisoxazol-3-yl]-2-methylbenzohydroxamic acid ClC=1C=C(C=C(C1)Cl)C1(CC(=NO1)C1=CC(=C(C(=O)NO)C=C1)C)C(F)(F)F